8-(difluoromethyl)-6-[8-fluoro-2-(4-piperidinyl)imidazo[1,2-a]pyridin-6-yl]-2-methyl-imidazo[1,2-b]pyridazine FC(C=1C=2N(N=C(C1)C=1C=C(C=3N(C1)C=C(N3)C3CCNCC3)F)C=C(N2)C)F